2-[(6-chloro-3-morpholinosulfonyl-4-quinolyl)amino]-5-sulfamoyl-benzoic acid ClC=1C=C2C(=C(C=NC2=CC1)S(=O)(=O)N1CCOCC1)NC1=C(C(=O)O)C=C(C=C1)S(N)(=O)=O